FC(C=1C=CC(=NC1)C(=O)N1CC=2N=C(SC2C1)NC(C1=CN=C(C=C1C1=CC=2N(C=C1OC)C=NC2)C)=O)F N-(5-(5-(difluoromethyl)picolinoyl)-5,6-dihydro-4H-pyrrolo[3,4-d]thiazol-2-yl)-4-(6-methoxyimidazo[1,5-a]pyridin-7-yl)-6-methylnicotinamide